3,3-dimethyl-2,3-dihydrobenzofuran-6-amine CC1(COC2=C1C=CC(=C2)N)C